C(C)OC1=CC(=C(C=C1F)C1=CC(=C(N=N1)NC1C[C@@H]2[C@@H](CN(C2)CC2CCOCC2)C1)C(F)(F)F)F (3aR,5s,6aS)-N-(6-(4-ethoxy-2,5-difluorophenyl)-4-(trifluoromethyl)pyridazin-3-yl)-2-((tetrahydro-2H-pyran-4-yl)methyl)octahydro-cyclopenta[c]pyrrol-5-amine